(R)-6-(2-methylpyrrolidin-1-yl)-1-oxo-2,3-dihydro-1H-pyrrolo[3,4-c]pyridine-4-carboxylic acid methyl ester COC(=O)C1=NC(=CC2=C1CNC2=O)N2[C@@H](CCC2)C